FC=1C=C(C=C2C(=NN(C12)COCC[Si](C)(C)C)I)OC 7-fluoro-3-iodo-5-methoxy-1-((2-(trimethylsilyl)ethoxy)methyl)-1H-indazole